ethyl 3-(4,6-dimethylpyridin-2-yl)-1H-pyrrole-2-carboxylate CC1=CC(=NC(=C1)C)C1=C(NC=C1)C(=O)OCC